1-bocpiperazine tert-butyl-7-bromo-3,8-dimethyl-2,3-dihydro-1H-pyrido[2,3-b][1,4]oxazine-1-carboxylate C(C)(C)(C)OC(=O)N1C2=C(OC(C1)C)N=CC(=C2C)Br.C(=O)(OC(C)(C)C)N2CCNCC2